2-(3-(1-((4-methyl-4H-1,2,4-triazol-3-yl)thio)ethyl)phenyl)-4-(trifluoromethyl)isoindolin-1-one CN1C(=NN=C1)SC(C)C=1C=C(C=CC1)N1C(C2=CC=CC(=C2C1)C(F)(F)F)=O